4-[(R)-[(6-isopropoxy-3-pyridinyl)sulfonylamino]-phenyl-methyl]piperidine-1-carboxylic acid tert-butyl ester C(C)(C)(C)OC(=O)N1CCC(CC1)[C@H](C1=CC=CC=C1)NS(=O)(=O)C=1C=NC(=CC1)OC(C)C